BrC1=NN(C2=CC=C(C=C12)C=1C=NN(C1C1=NC(=CC=C1)C)C1OCCCC1)C1OCCCC1 3-bromo-5-(5-(6-methylpyridin-2-yl)-1-(tetrahydro-2H-pyran-2-yl)-1H-pyrazol-4-yl)-1-(tetrahydro-2H-pyran-2-yl)-1H-indazole